Pyrimidin-2,4,6(1H,3H,5H)-trion N1C(NC(CC1=O)=O)=O